OC1(CC(C1)NC1=CC(=C(N=N1)C1=NC=C(C=C1O)C(F)(F)F)C)C 2-(6-(((cis)-3-hydroxy-3-methylcyclobutyl)amino)-4-methylpyridazin-3-yl)-5-(trifluoromethyl)pyridin-3-ol